prop-2-en-1-yl 3-[3-(5-{[(5-chlorothiophen-2-yl)methyl]amino}-1-(2,2-dimethylpropanoyl)-1H-pyrazol-3-yl)-2-oxo-1,2-dihydropyridin-1-yl]propanoate ClC1=CC=C(S1)CNC1=CC(=NN1C(C(C)(C)C)=O)C=1C(N(C=CC1)CCC(=O)OCC=C)=O